2-((phenyl)ethynyl)aniline C1(=CC=CC=C1)C#CC1=C(N)C=CC=C1